C(C=CCCCCCCCCCCCCCCCCCCC)(=O)[O-] docosenoate